Methyl (S)-4-(allyloxy)-2-(chloromethyl)-1-(oxetan-2-ylmethyl)-1H-benzo[d]imidazole-6-carboxylate C(C=C)OC1=CC(=CC=2N(C(=NC21)CCl)C[C@H]2OCC2)C(=O)OC